C1(CC1)C=1C(=C2C=NNC2=CC1)CNC(C1=C(C=CC=C1)C)=O N-((5-cyclopropyl-1H-indazol-4-yl)methyl)-methylbenzamide